OC=CN1CCN(CC1)CCS(=O)(=O)O 4-(2-hydroxyethenyl)-1-piperazineethanesulfonic acid